5-chloro-3',4',5',6'-tetrahydro-3H-spiro[isobenzofuran-1,2'-pyran]-3',4',5'-triol ClC=1C=C2COC3(OCC(C(C3O)O)O)C2=CC1